BrC1=CC(=C(C=C2CNC2)C(=C1)F)F 3-(4-bromo-2,6-difluorobenzylidene)azetidine